(2,3-dimethoxy-3-methylindol-1-yl)(p-tolyl)methanone COC1N(C2=CC=CC=C2C1(C)OC)C(=O)C1=CC=C(C=C1)C